CC=1N=C2N(N=C(C=C2C)C2=CC(=C3C(N(C=NC3=C2)C2CCNCC2)=O)NC)C1 7-{2,8-dimethylimidazo[1,2-b]pyridazin-6-yl}-5-(methyl-amino)-3-(piperidin-4-yl)quinazolin-4-one